N1N=NN=C1CN(C(=O)C=1C(=C2C3=C(C(OC2=CC1CCCCC)(C)C)C=CC(=C3)C)O)C N-((1H-tetrazol-5-yl)methyl)-1-hydroxy-N,6,6,9-tetramethyl-3-pentyl-6H-benzo[c]chromene-2-carboxamide